F[C@@H]1[C@@H](C1)C(=O)NC1=NN2C(C=C(C=C2)C2=C3C=NNC3=CC(=C2SC)F)=C1 (1S,2S)-2-fluoro-N-(5-(6-fluoro-5-(methylthio)-1H-indazol-4-yl)pyrazolo[1,5-a]pyridin-2-yl)cyclopropane-1-carboxamide